ClCC(=O)N(NC([C@H](CC(C)C)NC(OC1CCC1)=O)=O)C[C@H]1C(NCC1)=O Cyclobutyl ((S)-1-(2-(2-chloroacetyl)-2-(((S)-2-oxopyrrolidin-3-yl)methyl)hydrazineyl)-4-methyl-1-oxopentan-2-yl)carbamate